CC(C)(OC(=O)NCCC[C@H](NC(=O)OCC1C2=CC=CC=C2C=2C=CC=CC12)C(=O)O)C N5-[(1,1-dimethylethoxy)carbonyl]-N2-[(9H-fluoren-9-ylmethoxy)carbonyl]-L-ornithine